(1-(2-methoxyethyl)piperidin-4-yl)methylamine COCCN1CCC(CC1)CN